Di-tert-butylphosphinylferrocene CC(C)(C)P(C1=CC=C[CH-]1)C(C)(C)C.[CH-]1C=CC=C1.[Fe+2]